ethyl-2-(2-methoxypropan-2-yl)cyclopropane-1-carboxylate C(C)OC(=O)C1C(C1)C(C)(C)OC